CCCCC(CCCC)C1=CC(=NC=C1)C1=NC=CC(=C1)C(CCCC)CCCC 4,4'-di-(5-nonyl)-2,2'-bipyridyl